C(CCCCCCCCCCC)CC(=O)OC dodecyl-dimethyl-carboxylic acid